C(C)N(C=1C=C2C(N(C(C2=CC1)=O)C1C(NC(CC1)=O)=O)=O)CC 5-(diethylamino)-2-(2,6-dioxopiperidin-3-yl)isoindoline-1,3-dione